FC1(OC(OC1F)=O)F 4,4,5-trifluoro-1,3-dioxolan-2-one